BrC=1C(=CC2=C(N(C[C@H](NS2(=O)=O)C(C)C)C(C)(C)C)C1)OC (R)-7-bromo-5-(tert-butyl)-3-isopropyl-8-methoxy-2,3,4,5-tetrahydrobenzo[f][1,2,5]thiadiazepine 1,1-dioxide